8-chloro-5-methyl-1-(tetrahydro-2H-pyran-2-yl)-1H-benzo[f]indazol-4(9H)-one ClC1=CC=C(C=2C(C=3C=NN(C3CC21)C2OCCCC2)=O)C